ClC=1C(=C2C(=NC1)NC(=N2)C2=CC=C(C=C2)N2CC(N(CC2)CCOCC)=O)NC2CCN(CC2)CCC 4-(4-{6-Chloro-7-[(1-propylpiperidin-4-yl)amino]-3H-imidazo[4,5-b]pyridin-2-yl}phenyl)-1-(2-ethoxyethyl)piperazin-2-one